methyl 3-oxopropanoate sodium salt [Na].O=CCC(=O)OC